neopentyl-L-asparagine C(C(C)(C)C)N[C@@H](CC(N)=O)C(=O)O